C1=CC=C(C=C1)[Si]23O[Si]4(O[Si]5(O[Si](O2)(O[Si]6(O[Si](O3)(O[Si](O4)(O[Si](O5)(O6)C7=CC=CC=C7)C8=CC=CC=C8)C9=CC=CC=C9)C1=CC=CC=C1)C1=CC=CC=C1)C1=CC=CC=C1)C1=CC=CC=C1 1,3,5,7,9,11,13,15-Octaphenylpentacyclo[9.5.1.13,9.15,15.17,13]octasiloxane